O=C1OC2(CN1)CN(CC2)C(=O)OC(C)(C)C tert-butyl 2-oxo-1-oxa-3,7-diazaspiro[4.4]nonane-7-carboxylate